C(C)(C)(C)OC(=O)N1CCC(CC1)C=1C=CC=2N(C1)N=CC2C2=NC(=NC=C2Cl)Cl.ClC2=CC=C(C=1C(C3=CC=CC=C3C(C21)=O)=O)Cl 1,4-dichloroanthraquinone tert-butyl-4-(3-(2,5-dichloropyrimidin-4-yl)pyrazolo[1,5-a]pyridin-6-yl)piperidine-1-carboxylate